methyl 2-methoxy-8-(thiophen-3-ylcarbamoyl)quinoline-3-carboxylate COC1=NC2=C(C=CC=C2C=C1C(=O)OC)C(NC1=CSC=C1)=O